ClC1=CC=C(OC2=NC=3N(C(N(C(C3N2CC2=NC=C(C=C2)Cl)=O)CCCO)=O)C)C=C1 8-(4-chlorophenoxy)-7-((5-chloropyridin-2-yl)methyl)-1-(3-hydroxypropyl)-3-methyl-1H-purine-2,6(3H,7H)-dione